1-[2-(amino)ethyl]-uracil NCCN1C(=O)NC(=O)C=C1